FC1=CC(=C(C=2NC(=NC21)C(=O)N2[C@@H](C=1C=CC=NC1C(C2)(C#N)F)C)C)F (5R)-6-(4,6-Difluoro-7-methyl-1H-benzo[d]imidazole-2-carbonyl)-8-fluoro-5-methyl-5,6,7,8-tetrahydro-1,6-naphthyridine-8-carbonitrile